1-(9-ethyl-2-(3-(1-methyl-1H-pyrazol-3-yl)phenyl)-6-(piperidin-1-yl)-9H-purin-8-yl)ethan-1-ol C(C)N1C2=NC(=NC(=C2N=C1C(C)O)N1CCCCC1)C1=CC(=CC=C1)C1=NN(C=C1)C